NC1CCN(CC1)C=1N(C(C(=C(N1)C1=CC(=C(C=C1)C#N)F)C#N)=O)C 2-(4-amino-piperidin-1-yl)-4-(4-cyano-3-fluoro-phenyl)-1-methyl-6-oxo-1,6-dihydro-pyrimidine-5-carbonitrile